C(C)N(CC(CCO)O)C1=CC=NC=C1 4-[ethyl-(pyridine-4-yl)amino]butane-1,3-diol